C(CCCCC)(=O)C1=CC=CC=C1 Hexanophenon